2-(2-Dimethylamino-ethylamino)-N-(3-methoxy-phenyl)-benzamide CN(CCNC1=C(C(=O)NC2=CC(=CC=C2)OC)C=CC=C1)C